5'-(4-fluorophenyl)-3'-(2,2,2-trifluoroethyl)-N-(4-(4-(2,2,2-trifluoroethyl)piperazin-1-yl)phenyl)-1H,3'H-[2,4'-biimidazole]-4-carboxamide FC1=CC=C(C=C1)C1=C(N(C=N1)CC(F)(F)F)C=1NC=C(N1)C(=O)NC1=CC=C(C=C1)N1CCN(CC1)CC(F)(F)F